C1(=CC=CC=C1)CONS(=O)(=O)C1=CC=CC=C1 N-(phenylmethyloxy)-benzenesulfonamide